methyl 4-(bromomethyl)nicotinate BrCC1=CC=NC=C1C(=O)OC